OC[C@H](C1=CC=CC=C1)NC1=CC(=NC=C1C1=NC(=NO1)C12CCN(CC1)CC2)NC2=CC=C1C(N3N(C1=C2)COCC3)=O (S)-9-((4-((2-hydroxy-1-phenylethyl)amino)-5-(3-(quinuclidin-4-yl)-1,2,4-oxadiazol-5-yl)pyridin-2-yl)amino)-3,4-dihydro-1H,6H-[1,3,4]oxadiazino[3,4-a]indazol-6-one